[2H]C(CCOC1=NN(C=C1)C(=O)OC(C)(C)C)(C1(CC1)C(F)(F)F)[2H] tert-Butyl 3-[3,3-dideuterio-3-[1-(trifluoromethyl)cyclopropyl]propoxy]pyrazole-1-carboxylate